CS(=O)(=O)NC1=C(CNC2=NC(=NC=C2C(F)(F)F)NC2=CC=C(C(=O)N)C=C2)C=CC=C1 4-{[4-({2-[(methylsulfonyl)amino]benzyl}amino)-5-(trifluoromethyl)pyrimidin-2-yl]amino}benzamide